1-(5-bromothiazol-2-yl)-4-methylpiperidin-4-ol BrC1=CN=C(S1)N1CCC(CC1)(O)C